2,6-didecylthieno[2,3,4,5-lmn][3,8]phenanthroline-1,3,5,7(2H,6H)-tetraone C(CCCCCCCCC)N1C(C2=C3C4=C(C(N(C(C4=CC=C3C1=O)=O)CCCCCCCCCC)=O)S2)=O